(S)-4-((1-(2-chloro-5-fluorophenyl)propyl)amino)-N-(2,4-dimethoxybenzyl)-2,6-difluoro-N-(pyrimidin-4-yl)benzenesulfonamide ClC1=C(C=C(C=C1)F)[C@H](CC)NC1=CC(=C(C(=C1)F)S(=O)(=O)N(C1=NC=NC=C1)CC1=C(C=C(C=C1)OC)OC)F